N-methyl-N-(4-(piperidin-3-ylmethoxy)phenyl)methanesulfonamide CN(S(=O)(=O)C)C1=CC=C(C=C1)OCC1CNCCC1